C1=CC=CC=2OCC3=C(C(C21)NC(=O)C=2C(NC(=CC2)C(F)(F)F)=O)C=CC=C3 N-(6,11-dihydrodibenzo[b,e]oxepin-11-yl)-2-oxo-6-(trifluoromethyl)-1,2-dihydropyridine-3-carboxamide